N1C=C(C2=CC=CC=C12)C1CN(C1)C(=O)OC(C)(C)C tert-butyl 3-(1H-indol-3-yl)azetidine-1-carboxylate